ClC1=CC=C(C2=C1OCCO2)N2CCN(CC2)O 8-Chloro-5-(4-hydroxypiperazin-1-yl)-2,3-dihydro-1,4-benzodioxine